1-[(4S)-2-(4-Fluoro-3,5-dimethylphenyl)-4-methyl-4,5,6,7-tetrahydropyrazolo[4,3-c]pyridin-3-yl]-3-(1-methylindazol-5-yl)imidazol-2-one hydrochloride Cl.FC1=C(C=C(C=C1C)N1N=C2C([C@@H](NCC2)C)=C1N1C(N(C=C1)C=1C=C2C=NN(C2=CC1)C)=O)C